C1(CC1)C1=C(C(=CC=C1)OCOC)B1OC(C(O1)(C)C)(C)C 2-[2-cyclopropyl-6-(methoxymethoxy)phenyl]-4,4,5,5-tetramethyl-1,3,2-dioxaborolane